O=C(C(=O)SCCNC(CCNC([C@@H](C(COP(OP(OC[C@@H]1[C@H]([C@H]([C@@H](O1)N1C=NC=2C(N)=NC=NC12)O)OP(=O)(O)O)(=O)O)(=O)O)(C)C)O)=O)=O)CCCC(=O)O ketoadipyl-CoA